N(=[N+]=[N-])CC(=O)OC1=CC=C(C=C1)OC 4-Methoxyphenyl 2-azidoacetate